C(C1=CC=CC=C1)OC1=CC=C(C=C1)NC(C)=O N-(4-(benzyloxy)phenyl)acetamide